ClCC(=O)[O-].[Al+3].ClCC(=O)[O-].ClCC(=O)[O-] aluminium chloroacetate